The molecule is an amino acid zwitterion arising from transfer of a proton from the carboxy to the amino group of methionine; major species at pH 7.3. It is a tautomer of a methionine. CSCCC(C(=O)[O-])[NH3+]